BrCC(C(C(=O)OC)(C)C1=CC=C(C=C1)Cl)=O methyl 4-bromo-2-(4-chlorophenyl)-2-methyl-3-oxo-butanoate